tert-Butyl ((6-(4-chloro-1H-pyrazol-1-yl)pyridin-3-yl)methyl)carbamate ClC=1C=NN(C1)C1=CC=C(C=N1)CNC(OC(C)(C)C)=O